dimethyl-(eicosyl)amine CN(CCCCCCCCCCCCCCCCCCCC)C